acrylic acid formate C(=O)O.C(C=C)(=O)O